Cl.COC([C@@H](NC([C@@H](N)CC(C)C)=O)CC(C)C)=O L-Leucyl-L-Leucine methyl ester hydrochloride